3-(4-(2-(4-(3-(dimethylamino)propoxy)phenyl)thiazol-4-yl)phenyl)urea CN(CCCOC1=CC=C(C=C1)C=1SC=C(N1)C1=CC=C(C=C1)NC(N)=O)C